2-(3-(azepan-1-yl)propyl)-4-phenylpyridazin-3(2H)-one N1(CCCCCC1)CCCN1N=CC=C(C1=O)C1=CC=CC=C1